COC[C@@H]1CC(C(N1C(=O)OCC1=CC=CC=C1)C(=O)OCC)=O 1-benzyl 2-ethyl (5S)-5-(methoxymethyl)-3-oxopyrrolidine-1,2-dicarboxylate